N1=CN=CC2=C1CC=1C=CC=CC1O2 CHROMENOPYRIMIDINE